C1(CC1)C1=CC(=C(C(=O)NC2=CC(=NC=C2)OC)C=C1C(F)(F)F)F 4-cyclopropyl-2-fluoro-N-(2-methoxypyridin-4-yl)-5-(trifluoromethyl)benzamide